SCCC(=O)O.SCCC(=O)O.SCCC(=O)O.SCCC(=O)O.C(O)C(CC)(CO)CO.C(O)C(CC)(CO)CO ditrimethylolpropane tetra(3-mercaptopropionate)